8-(difluoromethyl)-2-methyl-imidazo[1,2-b]pyridazine FC(C=1C=2N(N=CC1)C=C(N2)C)F